C(#N)C1=CC(=C(C(=C1)C1=CC(=NC=C1)OCC(C)(N1N=CC(=C1)S(N)(=O)=O)C)CC(=O)O)C(C)C 2-(4-cyano-2-isopropyl-6-(2-(2-methyl-2-(4-sulfamoyl-1H-pyrazol-1-yl)-propoxy)pyridin-4-yl)phenyl)acetic acid